[Li].[Si].[Li] lithium-silicon-lithium